COC(=O)C12CC(C1)(C2)COC2=NC=NC(=C2)Br 3-(((6-Bromopyrimidin-4-yl)oxy)methyl)bicyclo[1.1.1]pentane-1-carboxylic acid methyl ester